N(=[N+]=[N-])CCCNC(OC(C)(C)C)=O tert-butyl (3-azidopropyl)carbamate